(tetrahydro-2H-pyran-4-yl)methanone ethyl-5,5-di((Z)-heptadec-8-en-1-yl)-1-(3-(pyrrolidin-1-yl)propyl)-2,5-dihydro-1H-imidazole-2-carboxylate C(C)OC(=O)C1N(C(C=N1)(CCCCCCC\C=C/CCCCCCCC)CCCCCCC\C=C/CCCCCCCC)CCCN1CCCC1.O1CCC(CC1)C=O